BrC1=CC=C2C(=CC(NC2=C1)(C)C)C 7-bromo-2,2,4-trimethyl-1,2-dihydroquinoline